propyl 1'-ethyl-[1,4'-bipiperidine]-4-carboxylate C(C)N1CCC(CC1)N1CCC(CC1)C(=O)OCCC